C(#N)CC=1C(=NC=CC1)C#N 3-(cyanomethyl)picolinonitrile